CC(C(=O)Cl)(CCC)C 2,2-Dimethylpentanoyl chloride